BrC1=NC2=CC=C(C=C2N=C1Br)C 2,3-dibromo-6-methylquinoxaline